C(CCCCCCCCC\C=C/C=C\CC)(=O)OC methyl (Z,Z)-11,13-hexadecdienoate